C(C)(C)N(C(C(=O)OCC(F)(F)F)=O)CC1=C(C=CC=C1)C(F)(F)F 2,2,2-trifluoroethyl 2-[isopropyl-[[2-(trifluoromethyl)phenyl]methyl]amino]-2-oxo-acetate